COC=1C=C2C=CN(C2=CC1)C[C@@H](C)NC (R)-1-(5-methoxy-1H-indol-1-yl)-N-methylpropan-2-amine